4-tert-pentylphenol C(C)(C)(CC)C1=CC=C(C=C1)O